CC1=C(OCC(=O)N2CC3N(C(C4=C(NC3=O)C=CC(=C4)C=4C=NC=C(C4)C(F)(F)F)=O)CC2)C=CC(=C1)OC(F)(F)F 2-(2-(2-methyl-4-(trifluoromethoxy)phenoxy)acetyl)-8-(5-(trifluoromethyl)pyridin-3-yl)-1,3,4,12a-tetrahydrobenzo[e]pyrazino[1,2-a][1,4]diazepine-6,12(2H,11H)-dione